ClC=1C2=CN(N=C2C=CC1C1=NNC2=NC(=CN=C21)N2C[C@@H]1[C@]([C@@H]1CC2)(C2=C(C=CC=C2)F)CN)CC(F)(F)F ((1S,6R,7R)-3-(3-(4-chloro-2-(2,2,2-trifluoroethyl)-2H-indazol-5-yl)-1H-pyrazolo[3,4-b]pyrazin-6-yl)-7-(2-fluorophenyl)-3-azabicyclo[4.1.0]heptan-7-yl)methanamine